4-cyano-2-(1-methyl-1H-pyrazol-4-yl)-1-((2-(trimethylsilyl)ethoxy)methyl)-1H-pyrrole C(#N)C=1C=C(N(C1)COCC[Si](C)(C)C)C=1C=NN(C1)C